N4-(5-amino-2-fluorophenyl)-5-(3-fluoro-5-methoxyphenyl)-N2-(1-methyl-1H-pyrazol-4-yl)pyrimidine-2,4-diamine NC=1C=CC(=C(C1)NC1=NC(=NC=C1C1=CC(=CC(=C1)OC)F)NC=1C=NN(C1)C)F